4-(2-nitrovinyl)benzene-1,3-diol [N+](=O)([O-])C=CC1=C(C=C(C=C1)O)O